C1(CC1)C1=NN2C(N(C(C3=C2N=CC=C3)=O)CC(=O)NC3=NC=C(C=C3)F)=C1 2-(2-Cyclopropyl-5-oxopyrazolo[1,5-a]pyrido[3,2-e]pyrimidin-4(5H)-yl)-N-(5-fluoropyridin-2-yl)acetamide